(R)-3-fluoro-N'-((1,2,3,5,6,7-hexahydro-s-indacen-4-yl)carbamoyl)-4-(2-hydroxypropan-2-yl)benzenesulfonimidamide FC=1C=C(C=CC1C(C)(C)O)[S@@](=O)(N)=NC(NC1=C2CCCC2=CC=2CCCC12)=O